3-((4-ethoxy-3-((3-(thiazol-2-yl)benzyl)carbamoyl)phenyl)carbamoyl)pyrrolidine-1-carboxylic acid tert-butyl ester C(C)(C)(C)OC(=O)N1CC(CC1)C(NC1=CC(=C(C=C1)OCC)C(NCC1=CC(=CC=C1)C=1SC=CN1)=O)=O